C12(CC3CC(CC(C1)C3)C2)CC(=O)OCCCCCCCCN(CCCCCCCC(=O)OCCC(CCCCC)CCCCC)CCCCO 3-pentyloctyl 8-((8-(2-((3r,5r,7r)-adamantan-1-yl)acetoxy)octyl)(4-hydroxybutyl)amino)octanoate